FC(C1=CC=C(C=N1)CC1CC2(CN(C2)C(=O)N2CC3(C2)NC(NC3)=O)C1)(F)F 2-[6-[[6-(trifluoromethyl)-3-pyridinyl]methyl]-2-azaspiro[3.3]heptane-2-carbonyl]-2,5,7-triazaspiro[3.4]octan-6-one